tert-butyl N-[(1R,3S)-3-(7-ethynyl-[1,2,4]triazolo[4,3-a]pyridin-3-yl)cyclohexyl]carbamate C(#C)C1=CC=2N(C=C1)C(=NN2)[C@@H]2C[C@@H](CCC2)NC(OC(C)(C)C)=O